P(O)(=O)(OP(=O)(O)OP(=O)(O)O)OC[C@@H]1[C@H]([C@H]([C@@H](O1)N1C=[N+](C=2C(=O)NC(N)=NC12)C)O)O N7-Methyl guanosine-triphosphate